C(C)(C)(C)OC(=O)N1CC2COC3=C(CN2CC1)C(=NC=C3)C(CCCCC)CC Octane-6-yl-6a,7,9,10-tetrahydro-6H-pyrazino[2,1-c]Pyrido[3,4-f][1,4]Oxazepin-8(12H)-carboxylic acid tert-butyl ester